FC(CN1CC(OCC1)COC1=CC=C(C=C1)C=1C=C(C(NC1C(F)(F)F)=O)C(=O)N)F 5-(4-((4-(2,2-difluoroethyl)morpholin-2-yl)methoxy)phenyl)-2-oxo-6-(trifluoromethyl)-1,2-dihydropyridine-3-carboxamide